3-[[(2S)-1,2,3,6-tetrahydropyridin-2-yl]methoxy]pyridine N1[C@@H](CC=CC1)COC=1C=NC=CC1